ClC1=CC=C(C=C1)/C(=C/CN1CCN(CC1)C(=O)NC1CCCCC1)/C (E)-4-(3-(4-chlorophenyl)but-2-en-1-yl)-N-cyclohexylpiperazine-1-carboxamide